2-methyl-2-(5-(2-((4-(trifluoromethyl)phenyl)amino)phenyl)-1,3,4-oxadiazol-2-yl)propanoic acid CC(C(=O)O)(C)C=1OC(=NN1)C1=C(C=CC=C1)NC1=CC=C(C=C1)C(F)(F)F